6-[(1RS,2SR)-2-fluorocyclopropyl]-2-[(2-methyl-3-pyridyl)amino]pyridine-3-carbonitrile F[C@@H]1[C@H](C1)C1=CC=C(C(=N1)NC=1C(=NC=CC1)C)C#N |r|